FC(C1=CC=C(C=C1)[Se][Se]C1=CC=C(C=C1)C(F)(F)F)(F)F bis-(4-trifluoromethylphenyl) diselenide